2-(3-pyridyl)-4H-pyrrolo[2,3-d]thiazole-5-carboxylic acid N1=CC(=CC=C1)C=1SC2=C(N1)NC(=C2)C(=O)O